C(CCCCCCCCCCC)O dodecan-1-ol